1-N-methyl-4-pyrazolylboronic acid pinacol ester CN1N=CC(=C1)B1OC(C)(C)C(C)(C)O1